(2S,4S)-N-((R)-1-(4-carbamimidoylthiophen-2-yl)ethyl)-1-((9,9-difluoro-9H-fluorene-3-carbonyl)glycyl)-4-(pyridin-4-yl)pyrrolidine-2-carboxamide C(N)(=N)C=1C=C(SC1)[C@@H](C)NC(=O)[C@H]1N(C[C@@H](C1)C1=CC=NC=C1)C(CNC(=O)C=1C=CC=2C(C3=CC=CC=C3C2C1)(F)F)=O